O=C1N(C(C2=CC=CC=C12)=O)C1=NC=2C=CC(=CC2C2=C1C(OC2)CO)C(=O)OC methyl 4-(1,3-dioxoisoindolin-2-yl)-3-(hydroxymethyl)-1,3-dihydrofuro[3,4-c]quinoline-8-carboxylate